5-(2,6-dichlorophenoxy)-6-fluoro-3-(((3-fluoropyridin-2-yl)methyl)amino)-4H-benzo[e][1,2,4]thiadiazine 1,1-dioxide ClC1=C(OC2=C(C=CC3=C2NC(=NS3(=O)=O)NCC3=NC=CC=C3F)F)C(=CC=C1)Cl